C(C)(C)(C)OC(=O)N(C)CC(=O)O N-t-Butoxycarbonyl-sarcosine